5,6-dihydro-7H-cyclopenta[d]pyrimidin-7-one N1=CN=CC2=C1C(CC2)=O